O=C1NC(CCC1N1C(C2=CC=C(C=C2C1=O)NC(C)=O)=O)=O N-[2-(2,6-dioxopiperidin-3-yl)-1,3-dioxoisoindol-5-yl]Acetamide